C(CCCCCCCCCCCCCCC)(=O)ON(CCN(C)C)CCCCCCCCCCCCC tridecyl-{[2-(dimethylamino) ethyl] amino} hexadecanoate